O1P(OC2=CC=C(C=C2)C(C)(C)C2=CC=C1C=C2)OP([O-])[O-] 4,4'-isopropylidenediphenyl diphosphite